(S)-4-Fluoro-N-methyl-N-(3-methyl-1-(pyrrolidin-1-yl)butan-2-yl)-2-(trifluoromethyl)benzamide FC1=CC(=C(C(=O)N([C@H](CN2CCCC2)C(C)C)C)C=C1)C(F)(F)F